COC(C1=C(C(=CC=C1Cl)[N+](=O)[O-])C)=O 6-Chloro-2-methyl-3-nitrobenzoic acid methyl ester